(R)-3-((1-(2-cyano-7-methyl-3-(2-oxa-6-azaspiro[3.3]heptan-6-yl)quinoxalin-5-yl)ethyl)amino)picolinic acid C(#N)C1=NC2=CC(=CC(=C2N=C1N1CC2(COC2)C1)[C@@H](C)NC=1C(=NC=CC1)C(=O)O)C